NC1=C(C(=O)NC(C)C)C=C(C=N1)C1=C(C=C(C=C1)NC([C@H](O)C1=CC(=CC=C1)CC)=O)C (R)-2-amino-5-(4-(2-(3-ethylphenyl)-2-hydroxyacetamido)-2-methylphenyl)-N-isopropylnicotinamide